N-(4-((4-(1H-imidazol-2-yl)-4-phenethylpiperidin-1-yl)methyl)phenyl)-N-methylacetamide N1C(=NC=C1)C1(CCN(CC1)CC1=CC=C(C=C1)N(C(C)=O)C)CCC1=CC=CC=C1